C(CCCCCCCCCCC)(=O)OCCCCCCO 6-hydroxyhexyl dodecanoate